C(=O)(O)C=1C=C(C[PH3+])C=C(C1)C(=O)O 3,5-dicarboxybenzylphosphonium